C1(CC1)OC=1C=2N(C=C(C1)C(=O)N1C[C@@H]3C([C@@H]3C1)OC1=NC(=CC(=C1)C(C)(C)NC(OCC1=CC=CC=C1)=O)C1=CC=C(C=C1)F)C=C(N2)C benzyl (2-(2-(((1R,5S,6s)-3-(8-cyclopropoxy-2-methylimidazo[1,2-a]pyridine-6-carbonyl)-3-azabicyclo[3.1.0]hexan-6-yl)oxy)-6-(4-fluorophenyl)pyridin-4-yl)propan-2-yl)carbamate